NC/C(/CN1N=CN(C1=O)CC1=CC=C(S1)C=1C(N(C=CC1)CC)=O)=C\F [5-({1-[(2E)-2-(aminomethyl)-3-fluoroprop-2-en-1-yl]-5-oxo-1,5-dihydro-4H-1,2,4-triazol-4-yl}methyl)thiophen-2-yl]-1-ethylpyridin-2(1H)-one